FC(OC1=C(C=C(C=N1)C(=O)NCC=1C=NC=CC1OC(F)F)F)F 6-(Difluoromethoxy)-N-{[4-(difluoromethoxy)pyridin-3-yl]methyl}-5-fluoropyridin-3-carboxamid